C(C)C1=CC=C(C=C1)C1=CC=C(C=C1)C(=O)O 4-ethyl-biphenyl-4'-carboxylic acid